(3-cyano-4-fluorobenzyl)-2,2-dimethylpropionamide C(#N)C=1C=C(CCC(C(=O)N)(C)C)C=CC1F